O=C1N(C=C(C=C1)B1OC(C(O1)(C)C)(C)C)C1CN(C1)C(=O)OCC1=CC=CC=C1 benzyl 3-[2-oxo-5-(4,4,5,5-tetramethyl-1,3,2-dioxaborolan-2-yl)-1-pyridyl]azetidine-1-carboxylate